N(=C=O)C1(CC2=CC=CC=C2C1)N=C=O 2,2-Diisocyanato-2,3-dihydro-1H-indene